3-(9-((4-(aminomethyl)-2,6-dimethylphenyl)carbamoyl)-4,5-dihydrobenzo[b]thieno[2,3-d]oxepin-8-yl)-6-((trans-3-hydroxycyclobutyl)carbamoyl)picolinic acid NCC1=CC(=C(C(=C1)C)NC(=O)C1=CC2=C(OCCC3=C2SC=C3)C=C1C=1C(=NC(=CC1)C(N[C@@H]1C[C@H](C1)O)=O)C(=O)O)C